ClC1=CC(=C(N=N1)C(=O)NC([2H])([2H])[2H])NC1=NC=CC=2C=3C(CN(C12)C)=CN(N3)C 6-chloro-4-((2,5-dimethyl-4,5-dihydro-2H-pyrazolo[4,3-c][1,7]naphthyridin-6-yl)amino)-N-(methyl-d3)pyridazine-3-carboxamide